5-[(4-bromo-6-fluoro-1H-indol-5-yl)oxy]-2-fluoro-aniline BrC1=C2C=CNC2=CC(=C1OC=1C=CC(=C(N)C1)F)F